lithium 2-((R)-2,4-dimethylpiperazin-1-yl)propanoate C[C@H]1N(CCN(C1)C)C(C(=O)[O-])C.[Li+]